C(C)OP(=O)(OCC)C(C(=O)OC(C)(C)C)CC1=NC(=NO1)CCCCCCCCC tert-butyl 2-(diethoxyphosphoryl)-3-(3-nonyl-1,2,4-oxadiazol-5-yl)propanoate